N-(3-DIMETHYLAMINO-PROPYL)-4-FORMYL-BENZAMIDE CN(CCCNC(C1=CC=C(C=C1)C=O)=O)C